2-cyclohexyl-6-(propan-2-yl)-6,7-dihydro-4H-pyrazolo[1,5-a]pyrrolo[3,4-d]pyrimidine C1(CCCCC1)C1=NN2C(NC=3C(=C2)CN(C3)C(C)C)=C1